COC=1C=C2C(=NC=NC2=CC1OC)OC1=C(C=C(C=C1)C1C=2N(CCC1)N(C(C2C(=O)N)=O)C2=CC=CC=C2)Cl (4-((6,7-dimethoxyquinazolin-4-yl)oxy)-3-chlorophenyl)-2-oxo-1-phenyl-1,2,4,5,6,7-hexahydropyrazolo[1,5-a]pyridine-3-carboxamide